BrC=1C(=NC=CC1)CC1N(C(C2=CC=CC=C12)=O)CC1=CC=2N(C=C1)C(=NN2)C(=O)OCC Ethyl 7-((1-((3-bromopyridin-2-yl) methyl)-3-oxoisoindolin-2-yl) methyl)-[1,2,4]triazolo[4,3-a]pyridine-3-carboxylate